O[C@@H]1[C@@H](CC1)N(CCCCCCCC(=O)N(CCCCCCCCCC)CCCCCCCCCC)CCCCCCCC(=O)N(CCCCCCCCCC)CCCCCCCCCC 8,8'-(((1R,2S)-2-hydroxycyclobut-yl)azanediyl)bis-(N,N-didecyloctan-amide)